CC12CC3(CC(CC(C1)(C3)C)C2)N 3,5-dimethyl-tricyclo[3.3.1.13,7]Decane-1-amine